ClC=1C(=C2C(=NC1NC1=NC(=CC(=C1)NC)C)CCCO2)C=2C[C@H](CNCC2)O |r| rac-(3R)-5-[7-chloro-6-[[6-methyl-4-(methylamino)-2-pyridyl]amino]-3,4-dihydro-2H-pyrano[3,2-b]pyridin-8-yl]-2,3,4,7-tetrahydro-1H-azepin-3-ol